ClC1=NC(=NC(=C1C(=O)OCC)C)C(F)(F)F ethyl 4-chloro-6-methyl-2-(trifluoromethyl)pyrimidine-5-carboxylate